C1=CC(=CC=C1[C@@]2([C@@H]([C@H]([C@H]([C@H](O2)CO)O)O)O)O)[N+](=O)[O-] p-nitrophenyl-β-D-galactose